(R)-N-((2-(6-((cis)-2,6-dimethylmorpholino)pyridin-2-yl)-1,6-naphthyridin-7-yl)methyl)-2-(hydroxymethyl)thiochromane-7-carboxamide 1,1-dioxide C[C@@H]1O[C@@H](CN(C1)C1=CC=CC(=N1)C1=NC2=CC(=NC=C2C=C1)CNC(=O)C1=CC=C2CC[C@@H](S(C2=C1)(=O)=O)CO)C